(S)-6-((S)-(2-chlorophenyl)(4-fluorophenyl)methyl)-11-hydroxy-5,6-dihydro-10H-imidazo[2',1':3,4]pyrazino[1,2-b]pyridazin-10-one ClC1=C(C=CC=C1)[C@@H]([C@H]1CN2C(C=3N1N=CC(C3O)=O)=NC=C2)C2=CC=C(C=C2)F